C1(=CC=CC=C1)C1CNC1 3-phenylazetidin